3-[ethoxybis(3,6,9,12,15-pentaoxaoctadec-1-yloxy)silyl]-1-propanethiol C(C)O[Si](CCCS)(OCCOCCOCCOCCOCCOCCC)OCCOCCOCCOCCOCCOCCC